CBzdiethylenetriamine C(=O)(OCC1=CC=CC=C1)NCCNCCN